5-((2S,3R,4S,5R)-3,4-dihydroxy-5-(hydroxymethyl)tetrahydrofuran-2-yl)-1-ethynyl-pyrimidine-2,4(1H,3H)-dione O[C@H]1[C@@H](O[C@@H]([C@H]1O)CO)C=1C(NC(N(C1)C#C)=O)=O